3-O-methyl-α-D-galactose CO[C@@H]1[C@H]([C@@H](O)O[C@@H]([C@@H]1O)CO)O